C(C1=CC=CC=C1)(=O)C=1N2CCCC2=CC1 5-benzoyl-2,3-dihydropyrrolizine